C(CC)(=O)N1C(CCC1C(CC)=O)=O 1,5-di(propionyl)pyrrolidin-2-one